CN1C(CCC1)CO (1-methylpyrrolidin-2-yl)methyl Alcohol